FC=1C=C(C=CC1C(F)(F)F)C1C(=C(NC=2N1N=C(C2)CO)C)C(=O)NC=2C=C1C=CN=CC1=CC2 7-(3-fluoro-4-(trifluoromethyl)phenyl)-2-(hydroxymethyl)-N-(isoquinolin-6-yl)-5-methyl-4,7-dihydropyrazolo[1,5-a]pyrimidine-6-carboxamide